9-ethyl-9H-carbazole-3,6-diamine C(C)N1C2=CC=C(C=C2C=2C=C(C=CC12)N)N